F[B-](F)(F)F.BrC1=CC2=C(CON2C)C=C1 6-bromo-1-methyl-2,1-benzisoxazole tetrafluoroborate